5-bromo-N-methyl-2,3-dihydro-1H-inden-1-amine BrC=1C=C2CCC(C2=CC1)NC